COC1=CC=C(C=C1)S(=O)(=O)N([C@H](CC(C)C)C(=O)O)CC=1C=NC=CC1 N-((4-methoxyphenyl)sulfonyl)-N-(pyridin-3-ylmethyl)-D-leucine